ethyl-2,4-dichloro-6-methylnicotinate C(C)OC(C1=C(N=C(C=C1Cl)C)Cl)=O